tetramethylcyclopentadiene ruthenium(II) trifluoromethanesulfonate FC(S(=O)(=O)[O-])(F)F.[Ru+2].CC1=C(C(=C(C1)C)C)C.FC(S(=O)(=O)[O-])(F)F